(2-cyclopropyl-4-(difluoromethyl)oxazol-5-yl)methanone C1(CC1)C=1OC(=C(N1)C(F)F)C=O